(methoxymethyl)-1H-1,2,4-triazol COCN1N=CN=C1